pyrazolo[1,5-a]pyridine-5-carbothioamide N1=CC=C2N1C=CC(=C2)C(N)=S